C(C)(C)(C)OC(=O)NCC(=O)ON1C(CCC1=O)=O 2,5-dioxopyrrolidin-1-yl (tert-butoxycarbonyl)glycinate